cyclopropyltetrahydrofuran C1(CC1)C1OCCC1